bis(2,4-dichlorophenyl)4-methoxyphenyl-sulfonium ClC1=C(C=CC(=C1)Cl)[S+](C1=CC=C(C=C1)OC)C1=C(C=C(C=C1)Cl)Cl